FC=1C(=NC(=C(C1)F)OCC=1C=CC2=CN(N=C2C1)C)N1CCC2(CC2C2=NC3=C(N2C[C@H]2OCC2)C=C(C=C3)C(=O)[O-])CC1 2-(6-(3,5-Difluoro-6-((2-methyl-2H-indazol-6-yl)methoxy)pyridin-2-yl)-6-azaSpiro[2.5]octan-1-yl)-1-((S)-oxetan-2-ylmethyl)-1H-benzo[d]imidazole-6-carboxylate